(4-cyclopropyl-1H-imidazol-1-yl)-5-methylisoindoline-1-one C1(CC1)C=1N=CN(C1)N1C(C2=CC=C(C=C2C1)C)=O